COC(CN)C N-(2-methoxypropyl)amine